OC(CC(CCC1=CC=CC=C1)=O)CCC1=CC=CC=C1 5-hydroxy-1,7-diphenyl-3-heptanone